BrC1=CC=C2C(=NN(C2=C1)C)NCCC(=O)O N-(6-bromo-1-methyl-1H-indazol-3-yl)-β-alanine